6-[3-(dibutylcarbamoyl)-1H-indazol-1-yl]-7-{[(3S)-3-(morpholin-4-ylmethyl)-3,4-dihydroisoquinolin-2(1H)-yl]carbonyl}-3,4-dihydroisoquinoline-2(1H)-carboxylic acid phenyl ester C1(=CC=CC=C1)OC(=O)N1CC2=CC(=C(C=C2CC1)N1N=C(C2=CC=CC=C12)C(N(CCCC)CCCC)=O)C(=O)N1CC2=CC=CC=C2C[C@H]1CN1CCOCC1